3-((4-(2-(1-aminopiperidin-4-yl)-2,7-diazaspiro[3.5]nonan-7-yl)-3-fluorophenyl)(methyl)amino)piperidine-2,6-dione NN1CCC(CC1)N1CC2(C1)CCN(CC2)C2=C(C=C(C=C2)N(C2C(NC(CC2)=O)=O)C)F